C(C)C1OC(OC1)=O 4-Ethyl-1,3-Dioxolan-2-on